[SiH2](O*)* SILOXAN